methyl 4-amino-1-(6-methylpyridin-3-yl)-2-oxo-7-(prop-2-yloxy)-1,2-dihydro-1,8-naphthyridine-3-carboxylate NC1=C(C(N(C2=NC(=CC=C12)OC(C)C)C=1C=NC(=CC1)C)=O)C(=O)OC